ClC1=NC(=CC=C1C(CCC=C)N)F 1-(2-chloro-6-fluoropyridin-3-yl)pent-4-en-1-amine